7-[2-(1-cyclopropylpyrazol-4-yl)-6-methyl-morpholin-4-yl]-9-(2,4-difluorophenyl)-3-methyl-2-(trifluoromethyl)pyrido[1,2-a]pyrimidin-4-one C1(CC1)N1N=CC(=C1)C1CN(CC(O1)C)C=1C=C(C=2N(C(C(=C(N2)C(F)(F)F)C)=O)C1)C1=C(C=C(C=C1)F)F